2-(((9-((2R,4S,5R)-4-acetoxy-5-(((tert-butyldiphenylsilyl)oxy)methyl)-5-ethynyltetrahydrofuran-2-yl)-2-fluoro-9H-purin-6-yl)carbamoyl)oxy)propane-1,3-diyl dinonanoate C(CCCCCCCC)(=O)OCC(COC(CCCCCCCC)=O)OC(NC1=C2N=CN(C2=NC(=N1)F)[C@@H]1O[C@]([C@H](C1)OC(C)=O)(C#C)CO[Si](C1=CC=CC=C1)(C1=CC=CC=C1)C(C)(C)C)=O